3,5-di-tert-butyl-4-hydroxybenzoic acid C(C)(C)(C)C=1C=C(C(=O)O)C=C(C1O)C(C)(C)C